[Cl-].CC1=C(C(=CC=C1)C)N1CN(C=C1)C1=C(C=CC=C1C)C 1,3-bis(2,6-dimethylphenyl)imidazole chloride